5-{2-[2-(9-Methyl-9H-carbazole-3-sulfonamido)phenyl]ethynyl}pyridin CN1C2=CC=CC=C2C=2C=C(C=CC12)S(=O)(=O)NC1=C(C=CC=C1)C#CC=1C=CC=NC1